O[C@H](CN1C=NC2=C(C1=O)C(=C(C(N2C)=O)F)NC2=C(C=C(C=C2)I)F)CO 3-[2(R),3-dihydroxypropyl]-6-fluoro-5-(2-fluoro-4-iodophenylamino)-8-methylpyrido[2,3-d]pyrimidine-4,7(3H,8H)-dione